C1(CC1)C=1C=C(C=2N(C1)C=CN2)C#N 6-cyclopropylimidazo[1,2-a]pyridine-8-carbonitrile